5-methyl-1-(tetrahydro-2H-pyran-2-yl)-6-(2-(2-(trifluoromethyl)pyrimidin-5-yl)-2,6-diazaspiro[3.4]octan-6-yl)-1,5-dihydro-4H-pyrazolo[3,4-d]pyrimidin-4-one CN1C(=NC2=C(C1=O)C=NN2C2OCCCC2)N2CC1(CN(C1)C=1C=NC(=NC1)C(F)(F)F)CC2